(2'S)-2'-methyl-spiro[6,7-dihydrothieno[3,2-c]pyran-4,4'-piperidine]-1'-carboxylic acid tert-butyl ester C(C)(C)(C)OC(=O)N1[C@H](CC2(CC1)OCCC1=C2C=CS1)C